L-Aspartyl-L-asparagine N[C@@H](CC(=O)O)C(=O)N[C@@H](CC(N)=O)C(=O)O